C(C1=CC=CC=C1)N1C(C(CC1)=O)CO[C@@H]1CC[C@@H](CC1)C1=CC=CC=C1 benzyl-3-oxo-2-((((CIS)-4-phenylcyclohexyl)oxy)methyl)pyrrolidine